trans-4-(3-(Butylamino)-8-((4-methylpiperazin-1-yl)methyl)-6-oxopyrimido[4,5-c]isoquinolin-5(6H)-yl)-N-methylcyclohexane-1-carboxamide C(CCC)NC=1N=CC2=C(N(C(C=3C=C(C=CC23)CN2CCN(CC2)C)=O)[C@@H]2CC[C@H](CC2)C(=O)NC)N1